FC1=CC=C(C=C1)C=1C=NC=C(C(=O)O)C1O 5-(4-fluorophenyl)-4-hydroxynicotinic acid